N4-(7-chloroquinolin-4-yl)-N1,N1-diethylpentane-1,4-diamine diphosphate OP(O)(=O)OP(=O)(O)O.ClC1=CC=C2C(=CC=NC2=C1)NC(CCCN(CC)CC)C